C1(=CC(=CC=C1)CC1=CC=C(C=C1)O)CC1=CC=C(C=C1)O 4,4'-(1,3-phenylenedi(methylene))diphenol